FC=1C=C(CCOC2=NC(N3C(N4[C@@]5(CO[C@H](C4)C5)C3)=C2)=O)C=CC1F (3S,11aR)-7-(3,4-difluorophenethoxy)-3,4-dihydro-1H,9H,11H-3,11a-methanopyrimido[6',1':2,3]imidazo[5,1-c][1,4]oxazin-9-one